4-amino-2-(tert-butoxycarbonylamino)-4-oxo-butanoic acid NC(CC(C(=O)O)NC(=O)OC(C)(C)C)=O